N-[4-(aminomethyl)-2,6-dimethylphenyl]-4-(2,5-dichlorophenyl)pyrimidine NCC1=CC(=C(C(=C1)C)N1CN=C(C=C1)C1=C(C=CC(=C1)Cl)Cl)C